2,2,2-trifluoroethyl 3-bromo-4-(pyrrolidin-1-yl)benzenesulfonate BrC=1C=C(C=CC1N1CCCC1)S(=O)(=O)OCC(F)(F)F